Ethyl 1-methylenetetrahydro-1H-pyrrolizin-7a(5H)-carboxylate C=C1CCN2CCCC12C(=O)OCC